5-isopropoxy-3-[6-[4-[2-[(3R)-pyrrolidin-3-yl]ethyl]piperazin-1-yl]pyrimidin-4-yl]-1H-indazole C(C)(C)OC=1C=C2C(=NNC2=CC1)C1=NC=NC(=C1)N1CCN(CC1)CC[C@@H]1CNCC1